C(C)(C)(C)OC(=O)C1=NN(C=C1)C(=O)N1CCN(CC1)CC1=CC(=C(C=C1)C(N)=O)C(F)(F)F 1-(4-(4-carbamoyl-3-(trifluoromethyl)benzyl)piperazine-1-carbonyl)-1H-pyrazole-3-carboxylic acid tert-butyl ester